CC=1N=C(SC1C(=O)OCCC)NC propyl 4-methyl-2-(methylamino)thiazole-5-carboxylate